D-aspartyl-D-arginyl-D-aspartyl-D-lysine N[C@H](CC(=O)O)C(=O)N[C@H](CCCNC(N)=N)C(=O)N[C@H](CC(=O)O)C(=O)N[C@H](CCCCN)C(=O)O